6-{3-[(3S,5R)-3-cyclopropyl-5-methylpiperazin-1-yl]-1,2,4-triazin-6-yl}-2-methyl-1,3-benzoxazol-5-ol C1(CC1)[C@H]1CN(C[C@H](N1)C)C=1N=NC(=CN1)C1=CC2=C(N=C(O2)C)C=C1O